tert-butyl bis(3-(3-(4-((2-((S)-2-cyano-4,4-difluoropyrrolidin-1-yl)-2-oxoethyl)carbamoyl)quinolin-7-yl)phenoxy)propyl)carbamate C(#N)[C@H]1N(CC(C1)(F)F)C(CNC(=O)C1=CC=NC2=CC(=CC=C12)C=1C=C(OCCCN(C(OC(C)(C)C)=O)CCCOC2=CC(=CC=C2)C2=CC=C3C(=CC=NC3=C2)C(NCC(N2[C@@H](CC(C2)(F)F)C#N)=O)=O)C=CC1)=O